Methyl 6-chloro-4-((2,4-dimethoxybenzyl)amino)pyridazine-3-carboxylate ClC1=CC(=C(N=N1)C(=O)OC)NCC1=C(C=C(C=C1)OC)OC